(2R)-2-amino-3-(5-chloro-7-{[(furan-2-yl)methyl]amino}-3-methylthieno[3,2-b]pyridin-2-yl)propan-1-ol N[C@@H](CO)CC1=C(C2=NC(=CC(=C2S1)NCC=1OC=CC1)Cl)C